2-{3-[2-(N-phenyl-9H-carbazol-3-yl)-9H-carbazol-9-yl]phenyl}dibenzo[f,h]quinoxaline C1(=CC=CC=C1)N1C2=CC=CC=C2C=2C=C(C=CC12)C1=CC=2N(C3=CC=CC=C3C2C=C1)C=1C=C(C=CC1)C1=NC2=C3C(=C4C(=C2N=C1)C=CC=C4)C=CC=C3